C(#N)[B-](C#N)(C#N)C#N.C(CCC)N1C(N(C(=C1C)C)CCC)C 1-butyl-2,4,5-trimethyl-3-propylimidazole tetracyanoborate